hydroxy-phenazinetetrasulfonate OC1=C2N=C3C(=C(C(=C(C3=NC2=CC=C1)S(=O)(=O)[O-])S(=O)(=O)[O-])S(=O)(=O)[O-])S(=O)(=O)[O-]